(4-hydroxy-3-(hydroxymethyl) butyl) carbonate C(OCCC(CO)CO)([O-])=O